ClC1=CC2=C(N=CN(C2=O)CC(C)(C)O)C(=N1)C=1C=NNC1 6-chloro-3-(2-hydroxy-2-methylpropyl)-8-(1H-pyrazol-4-yl)pyrido[3,4-d]Pyrimidin-4(3H)-one